N'-(4-(4-fluoro-3-trifluoroethyl-phenoxy)-2,5-diethyl-phenyl)-N-ethyl-N-methyl-formamidine FC1=C(C=C(OC2=CC(=C(C=C2CC)N=CN(C)CC)CC)C=C1)CC(F)(F)F